bicyclo[2.2.1]hept-5-ene-2-carboxylic acid, ethyl ester C12C(CC(C=C1)C2)C(=O)OCC